COC1=CC=C(C2=CC=CC=C12)C1=NC(=NC(=N1)C(Br)(Br)Br)C(Br)(Br)Br 2-(4-methoxy-1-naphthyl)-4,6-bis(tribromomethyl)-1,3,5-triazine